[(Phenyl)indolocarbazolyl]triazine C1(=CC=CC=C1)C=1C(=C2C(=CC1)N=C1C=CC3=C4C=CC=CC4=NC3=C12)C1=NN=NC=C1